ethyl 6-(4,4,5,5-tetramethyl-1,3,2-dioxaborolan-2-yl)-[1,2,3]triazolo[1,5-a]pyridine-3-carboxylate CC1(OB(OC1(C)C)C=1C=CC=2N(C1)N=NC2C(=O)OCC)C